C(CC(C)C)NC1=NC=CC=C1C=O (2-(isopentylamino)pyridin-3-yl)methanone